C1(CCC1)N(C(OC(C)(C)C)=O)[C@H]1CN(CC1)C=1N=NC(=CC1)C1=C(C=C(C=C1)C1=CN=NC(=C1)CC)OCOC tert-butyl N-cyclobutyl-N-[(3R)-1-{6-[4-(6-ethylpyridazin-4-yl)-2-(methoxymethoxy)phenyl]pyridazin-3-yl}pyrrolidin-3-yl]carbamate